OC1=C(C(=O)C(=O)O)C=CC=C1 2-hydroxybenzoyl-carboxylic acid